(S)-N-((3-chloro-2-(trifluoromethyl)pyridin-4-yl)methylene)-2-methylpropane-2-sulfinamide ClC=1C(=NC=CC1C=N[S@@](=O)C(C)(C)C)C(F)(F)F